N1C(CCCC1)=O piperidine-2-one